4-(acryloyloxy)benzophenone C(C=C)(=O)OC1=CC=C(C(=O)C2=CC=CC=C2)C=C1